7-(4-Amino-2,6-dichlorophenoxy)-3,4-dihydroisoquinolin-1(2H)-one NC1=CC(=C(OC2=CC=C3CCNC(C3=C2)=O)C(=C1)Cl)Cl